SC(C(C(C(C(C(=O)O)(S)S)(S)S)(S)S)(S)S)CCC nonamercaptopelargonic acid